6-Methyl-3-(3-(2-oxa-8-azaspiro[4.5]dec-8-ylmethyl)phenyl)-1H-pyrrolo[2,3-c]pyridin-7(6H)-one CN1C(C2=C(C=C1)C(=CN2)C2=CC(=CC=C2)CN2CCC1(CCOC1)CC2)=O